(S)- and (R)-2-((4-Chlorophenethyl)amino)-1-(1-(2-methoxyethyl)-1H-indol-3-yl)-2-phenylethan-1-one ClC1=CC=C(CCN[C@H](C(=O)C2=CN(C3=CC=CC=C23)CCOC)C2=CC=CC=C2)C=C1 |r|